C1(CCCCC1)CN1N=C(C=CC1=O)C1=CC=C(C=C1)OC 2-(cyclohexylmethyl)-6-(4-methoxyphenyl)pyridazin-3(2H)-one